N(=C=S)C1SCC(SC1)N=C=S 2,5-diisothiocyano-1,4-dithiane